17-Hydroxy-octacosanoic acid OC(CCCCCCCCCCCCCCCC(=O)O)CCCCCCCCCCC